NC1=C(C=NN1CCOC)C#N 5-amino-1-(2-methoxyethyl)-1H-pyrazole-4-carbonitrile